C1(CCCC1)C[C@@]1(CN(CCC1)C1=CC(=C(C(=C1)F)S(=O)(=O)N(C1=NC=NC=C1)CC1=C(C=C(C=C1)OC)OC)F)N(C)C (S)-4-(3-(cyclopentylmethyl)-3-(dimethylamino)-piperidin-1-yl)-N-(2,4-dimethoxybenzyl)-2,6-difluoro-N-(pyrimidin-4-yl)benzenesulfonamide